C(OCC1(NC2=C(NC1=O)C=NC1=C2C=CN1S(=O)(=O)C1=CC=CC=C1)C)([2H])([2H])[2H] 2-((methoxy-d3)methyl)-2-methyl-7-(benzenesulfonyl)-1,2,4,7-tetrahydro-3H-pyrrolo[3',2':5,6]pyrido[3,4-b]Pyrazin-3-one